COC1[C@@H](C[C@H](N1C(=O)OC(C)(C)C)C(=O)OCC1=CC=CC=C1)C 2-benzyl 1-(tert-butyl) (2S,4R)-5-methoxy-4-methylpyrrolidine-1,2-dicarboxylate